tert-butyl N-[2-amino-4-(2,3,5,6-tetradeuterio-4-fluoro-phenyl)phenyl]carbamate NC1=C(C=CC(=C1)C1=C(C(=C(C(=C1[2H])[2H])F)[2H])[2H])NC(OC(C)(C)C)=O